1-(4-(ethoxycarbonyl)phenyl)-5-methyl-4-oxo-1,4-dihydropyridazine C(C)OC(=O)C1=CC=C(C=C1)N1N=CC(C(=C1)C)=O